(2R,3S,4R,5R)-2-(2-{2-[(2,2-difluoroethyl)amino]quinolin-7-yl}ethyl)-5-(4-methyl-7H-pyrrolo[2,3-d]pyrimidin-7-yl)tetrahydrothiophene-3,4-diol FC(CNC1=NC2=CC(=CC=C2C=C1)CC[C@H]1S[C@H]([C@@H]([C@@H]1O)O)N1C=CC2=C1N=CN=C2C)F